N-(pyridin-4-ylmethyl)-4-(tetrahydro-2H-pyran-4-yl)-benzenesulfonamide N1=CC=C(C=C1)CNS(=O)(=O)C1=CC=C(C=C1)C1CCOCC1